dimyristyl peroxy dicarbonate C(OCCCCCCCCCCCCCC)(OOOOC(OCCCCCCCCCCCCCC)=O)=O